N(=[N+]=[N-])C1=CC(=C(C=C1)O)C=1SC2=C(N1)C=CC=C2 4-azido-2-(benzo[d]thiazol-2-yl)phenol